OC1=C(C(=O)O)C=C(C=C1C(=O)NC1=CC=C(C=C1)S(=O)(=O)O)O 2,5-dihydroxy-3-(4-sulfophenylaminocarbonyl)benzoic acid